ClC=1C(=NC(=NC1)NC1=CC=C2CCCNC2=C1)NC1=C(C=CC=C1)P(C)C (2-((5-chloro-2-((1,2,3,4-tetrahydroquinolin-7-yl)amino)pyrimidin-4-yl)amino)phenyl)dimethylphosphine